7-chloro-3-(2,6-dichloro-3,5-dimethoxyphenyl)-1-isopropyloxy-2,6-naphthyridine ClC1=NC=C2C=C(N=C(C2=C1)OC(C)C)C1=C(C(=CC(=C1Cl)OC)OC)Cl